1-(3-methylphenyl)-3-(3,5-dichlorophenyl)-4,4,4-trifluoro-2-butene CC=1C=C(C=CC1)CC=C(C(F)(F)F)C1=CC(=CC(=C1)Cl)Cl